The molecule is an organophosphate oxoanion arising from deprotonation of the phospho and carboxy groups of 2,3-bisphospho-D-glyceric acid; major species at pH 7.3. It has a role as a human metabolite and a Saccharomyces cerevisiae metabolite. It is an organophosphate oxoanion and a monocarboxylic acid anion. It is a conjugate base of a 2,3-bisphospho-D-glyceric acid. C([C@H](C(=O)[O-])OP(=O)([O-])[O-])OP(=O)([O-])[O-]